(1,2,4,5-tetra-methylbenzene) CC1=C(C=C(C(=C1)C)C)C